C[C@@H]1CN(CCC1)CC1=C2C(=NC(=C1)C(=O)N)C=CN2 (S)-7-((3-methylpiperidin-1-yl)methyl)-1H-pyrrolo[3,2-b]pyridine-5-carboxamide